4-butoxy-4'-propylphenyl-tolane C(CCC)OC1=CC=C(C=C1)C1=C(C=CC=C1)C#CC1=CC=C(C=C1)CCC